5-((2-((4-(dimethyl-amino)phenyl)ethynyl)-5-iso-propyl-pyridin-4-yl)oxy)pyrimidine-2,4-diamine CN(C1=CC=C(C=C1)C#CC1=NC=C(C(=C1)OC=1C(=NC(=NC1)N)N)C(C)C)C